(S)-4-(3-(2,2-difluoroethyl)-3-ethylureido)-5-fluoro-N-(2-methoxy-4-methylpyridin-3-yl)-2-((1,1,1-trifluoropropan-2-yl)oxy)benzamide FC(CN(C(NC1=CC(=C(C(=O)NC=2C(=NC=CC2C)OC)C=C1F)O[C@H](C(F)(F)F)C)=O)CC)F